FC(C(=O)O)(F)F.CN(CC=C)CC=C N-methyl-diallyl-amine trifluoroacetate